2-[5-amino-3-(4-methylphenyl)-1H-pyrazol-1-yl]thiazole-4-carboxylic acid ethyl ester C(C)OC(=O)C=1N=C(SC1)N1N=C(C=C1N)C1=CC=C(C=C1)C